(S)-N-(3-(2'-cyano-6-(((R)-1-hydroxypropan-2-yl)amino)-[2,4'-bipyridin]-4-yl)-4-methylphenyl)-3-(2,2,2-trifluoroethyl)pyrrolidine-1-carboxamide C(#N)C1=NC=CC(=C1)C1=NC(=CC(=C1)C=1C=C(C=CC1C)NC(=O)N1C[C@@H](CC1)CC(F)(F)F)N[C@@H](CO)C